C[C@H]1[C@H](N(C2CC1C2)C(=O)C2=NC(=CC=C2N2N=CC=N2)C)CNC=2SC1=C(N2)C=CC=C1 N-{[(3S,4R)-4-methyl-2-[6-methyl-3-(2H-1,2,3-triazol-2-yl)pyridine-2-carbonyl]-2-azabicyclo[3.1.1]heptan-3-yl]methyl}-1,3-benzothiazol-2-amine